ClCCOC(=O)Cl chloroformic acid-2-chloroethyl ester